4-benzyl-1-methyl-3,4-dihydroquinolin-2-one C(C1=CC=CC=C1)C1CC(N(C2=CC=CC=C12)C)=O